methyl-1-(thiophen-2-yl)-5,6-dihydropyrrolo[2,1-a]isoquinoline-9-carboxamide CC=1C(=C2N(CCC3=CC=C(C=C23)C(=O)N)C1)C=1SC=CC1